(S)-4-(5-(difluoromethyl)-1,3,4-thiadiazol-2-yl)-8-(5-(methoxymethyl)-3,3-dimethylpiperazin-1-yl)-2-methyl-N-(1-methylcyclopropyl)quinazoline-6-sulfonamide FC(C1=NN=C(S1)C1=NC(=NC2=C(C=C(C=C12)S(=O)(=O)NC1(CC1)C)N1CC(N[C@@H](C1)COC)(C)C)C)F